(N,N-dimethylamino)cyclohexane CN(C)C1CCCCC1